coumarindialdehyde O1C(=O)C(=C(C2=CC=CC=C12)C=O)C=O